N-[(2-aminoquinolin-7-yl)methyl]-N-(2-methanesulfonylpyridin-3-yl)pyridine-3-carboxamide NC1=NC2=CC(=CC=C2C=C1)CN(C(=O)C=1C=NC=CC1)C=1C(=NC=CC1)S(=O)(=O)C